(2S,4R)-1-(2-(3-acetyl-6-((E)-S-methyl-N-(2,2,2-trifluoroacetyl)sulfinimidoyl)-1H-indazol-1-yl)acetyl)-N-(6-bromopyridin-2-yl)-4-fluoropyrrolidine-2-carboxamide C(C)(=O)C1=NN(C2=CC(=CC=C12)/S(=N/C(C(F)(F)F)=O)/C)CC(=O)N1[C@@H](C[C@H](C1)F)C(=O)NC1=NC(=CC=C1)Br